CC=1N=CN(C1)CC=1C=C(C=CC1OC1=CC=CC=C1)N1C(N(C(NC1=O)=O)C1=CC(=CC=C1)C)=O 1-{3-[(4-Methyl-1H-imidazol-1-yl)methyl]-4-phenoxyphenyl}-3-(3-methylphenyl)-1,3,5-triazinan-2,4,6-trion